O=C(CCCCC(=O)O)OOC(CC)CC 6-oxo-6-((3-pentyloxy)oxy)hexanoic acid